6-{5-chloro-2-[(oxan-4-yl)amino]pyrimidin-4-yl}-2-[2-(2,2-dimethylpiperidin-1-yl)-2-oxoethyl]-2,3-dihydro-1H-isoindol-1-one ClC=1C(=NC(=NC1)NC1CCOCC1)C1=CC=C2CN(C(C2=C1)=O)CC(=O)N1C(CCCC1)(C)C